[Sb](=O)(F)(F)F antimonic acid fluoride